1-((5-bromo-3-fluoropyridin-2-yl)methyl)pyridin-2(1H)-one BrC=1C=C(C(=NC1)CN1C(C=CC=C1)=O)F